2-methyl-3-(oxacyclohex-2-yloxy)propan-1-ol CC(CO)COC1OCCCC1